C1(CC1)C1=NNC(=C1)NC1=CC2=C(C(=NO2)NS(=O)(=O)C2=C(C=C(C=C2OC)CN2C[C@@H](CC2)C(F)F)OC)C=C1OC N-{6-[(3-cyclopropyl-1H-pyrazol-5-yl)amino]-5-methoxy-1,2-benzoxazol-3-yl}-4-{[(3R)-3-(difluoromethyl)pyrrolidin-1-yl]methyl}-2,6-dimethoxybenzene-1-sulfonamide